1-(((1-(2-(4'-Fluoro-2'-(4-methyl-4H-1,2,4-triazol-3-yl)-[1,1'-biphenyl]-3-yl)-7-(trifluoromethyl)benzo[d]oxazol-5-yl)ethyl)amino)methyl)cyclobutan-1-ol FC1=CC(=C(C=C1)C1=CC(=CC=C1)C=1OC2=C(N1)C=C(C=C2C(F)(F)F)C(C)NCC2(CCC2)O)C2=NN=CN2C